ClC1=CC=C(N=N1)N[C@H](C(=O)NC1=C(C=C(C=C1)C1(CC1)[C@H](C(=O)N1CCN(CC1)C)NC(CC)=O)F)[C@@H]1CC2(CC2)CCC1 N-((R)-1-(1-(4-((S)-2-((6-chloropyridazin-3-yl)amino)-2-((S)-spiro[2.5]octan-5-yl)acetamido)-3-fluorophenyl)cyclopropyl)-2-(4-methylpiperazin-1-yl)-2-oxoethyl)propionamide